4,5-dimethyl-hexanoic acid methyl ester COC(CCC(C(C)C)C)=O